N-(6-((1H-pyrazol-1-yl)methyl)-4-chlorobenzo[d]isoxazol-3-yl)-7-methoxyspiro[chroman-4,1'-cyclopropane]-8-sulfonamide N1(N=CC=C1)CC1=CC2=C(C(=NO2)NS(=O)(=O)C=2C(=CC=C3C2OCCC32CC2)OC)C(=C1)Cl